C1(CC1)C(=O)NC=1C=C2C(=CN=C(C2=CN1)NC)C=1OC2=C(N1)C=C(C=C2)C(=O)NC2CC2 [6-(cyclopropanecarbonylamino)-1-(methylamino)-2,7-naphthyridin-4-yl]-N-cyclopropyl-1,3-benzoxazole-5-carboxamide